OC(CNC1=C(C=CC=C1)OC)C1=NNC(O1)=O 5-[1-hydroxy-2-(2-methoxyphenylamino)ethyl]-1,3,4-oxadiazol-2(3H)-one